NC1=NC=CC=C1C1=NC=2C(=NC(=CC2)N2N=CC=C2)N1C=1C=C2CC([C@@H](C2=CC1)NC1CCN(CC1)C(C=C)=O)(F)F 1-(4-{[(1R)-5-[2-(2-aminopyridin-3-yl)-5-(pyrazol-1-yl)imidazo[4,5-b]pyridin-3-yl]-2,2-difluoro-1,3-dihydroinden-1-yl]amino}piperidin-1-yl)prop-2-en-1-one